OC1CC([C@H]2[C@]34C=5C(=C(C=CC5C[C@H]([C@]13O)N(C)CC4)O)O2)=O 8,14-dihydroxydihydromorphinone